C(C1=CC=CC=C1)(=O)OC1=C(C(=CC=C1S(=O)(=O)Cl)Cl)C 3-chloro-6-(chlorosulfonyl)-2-methylphenyl benzoate